(2-hydroxy-propan-2-yl)piperidine-1-carboxylic acid tert-butyl ester C(C)(C)(C)OC(=O)N1C(CCCC1)C(C)(C)O